C(C)(C)(C)N1NC=C(C(=C1)Cl)OCC1=CC=C(C=C1)COCC[18F] 2-t-butyl-4-chloro-5-[4-(2-(18F)fluoroethoxymethyl)-benzyloxy]-2H-pyridazin